2-Methoxy-6-(4,4,5,5-tetramethyl-1,3,2-dioxaborolan-2-yl)-N-(2,2,2-trifluoroethyl)pyridine-3-carboxamide COC1=NC(=CC=C1C(=O)NCC(F)(F)F)B1OC(C(O1)(C)C)(C)C